C(C)(C)(C)CC(CCC)=O t-butyl-2-pentanone